CN(CCN(C1=C(C=C(C(=C1)OC)NC1=NC=C(C(=N1)NC1=C(C=CC=C1)NS(=O)(=O)CC)C)NC(C=C)=O)C)C N-(2-((2-(dimethylamino)ethyl)(methyl)amino)-5-((4-((2-(ethylsulfonamido)phenyl)amino)-5-methylpyrimidine-2-yl)amino)-4-methoxyphenyl)acrylamide